Trans-N-[4-[5-[2-(tert-butylsulfamoyl)-4-(4H-1,2,4-triazol-3-ylamino)phenyl]thiazol-2-yl]cyclohexyl]carbamic acid isopropyl ester C(C)(C)OC(N[C@@H]1CC[C@H](CC1)C=1SC(=CN1)C1=C(C=C(C=C1)NC1=NN=CN1)S(NC(C)(C)C)(=O)=O)=O